COC(=O)C1CCC(CC1)C=1C=C2C(=NC(=NC2=CC1OC)C)N[C@H](C)C1=C(C(=CC=C1)C#N)C (1R,4R)-4-(4-(((R)-1-(3-cyano-2-methylphenyl)ethyl)amino)-7-methoxy-2-methylquinazolin-6-yl)cyclohexane-1-carboxylic acid methyl ester